5-(3,4-dichlorophenyl)-1,4-pentadien-3-one ClC=1C=C(C=CC1Cl)C=CC(C=C)=O